COC1=C(C=CC=C1[N+](=O)[O-])C1=NN=CN1 3-(2-methoxy-3-nitrophenyl)-4H-1,2,4-triazole